C(CC)(=O)OS(=O)(=O)ON1[C@@H]2CC[C@H](N(C1=O)C2)C(NCOC(C(C)(C)C)=O)=O ((((2s,5r)-7-oxo-2-(((pivaloyloxy) methyl) carbamoyl)-1,6-diazabicyclo[3.2.1]octane-6-yl) oxy) sulfonyl) propionate